trifluoromethyl-4,4'-diaminobenzanilide FC(F)(F)C1=C(C(=O)NC2=CC=C(C=C2)N)C=CC(=C1)N